4-{[tert-butyl-(dimethyl)silyl]oxy}butan-2-ol C(C)(C)(C)[Si](OCCC(C)O)(C)C